2-methylpropan-2-yl (1S,3S,4S,5R)-4-fluoro-3-hydroxy-1,5-dimethyl-8-azabicyclo[3.2.1]octane-8-carboxylate F[C@@H]1[C@H](C[C@@]2(CC[C@]1(N2C(=O)OC(C)(C)C)C)C)O